1-(3-fluorobenzyl)-1H-tetrazol FC=1C=C(CN2N=NN=C2)C=CC1